FC(OC1=CC2=C(N=C(O2)C=2C(=C(C=CC2)C2=C(C(=CC=C2)C2=NC(=C(C=C2)CN2CC(CC2)C(F)F)OC)C)C)C=C1CN1[C@@H](CCC1)C(=O)O)F ((6-(difluoromethoxy)-2-(3'-(5-((3-(difluoromethyl)pyrrolidin-1-yl)methyl)-6-methoxypyridin-2-yl)-2,2'-dimethyl-[1,1'-biphenyl]-3-yl)benzo[d]oxazol-5-yl)methyl)-L-proline